4-[[3-(3-fluoro-4-methoxy-phenyl)imidazo[1,2-a]pyrazin-8-yl]amino]-N,2-dimethyl-N-[2-[2-(methylaminomethyl)morpholin-4-yl]ethyl]benzamide FC=1C=C(C=CC1OC)C1=CN=C2N1C=CN=C2NC2=CC(=C(C(=O)N(CCN1CC(OCC1)CNC)C)C=C2)C